2-(4-{[(3R)-1-methylpiperidin-3-yl]amino}furo[2,3-d]pyridazin-7-yl)-5-(trifluoromethyl)phenol formate C(=O)OC1=C(C=CC(=C1)C(F)(F)F)C=1N=NC(=C2C1OC=C2)N[C@H]2CN(CCC2)C